O=C1C(=CC(C2=CC=CC=C12)=O)N[C@@H](C(=O)NC1=C(C=CC=C1)Br)CC1=CC=CC=C1 (R)-2-((1,4-dioxo-1,4-dihydronaphthalen-2-yl)amino)-3-phenyl-N-(2-bromophenyl)-propionamide